(E)-4-carboxystyryl-4-chlorobenzyl methyl sulfone sodium salt [Na+].CS(=O)(=O)C(C1=CC=C(C=C1)Cl)\C=C\C1=CC=C(C=C1)C(=O)[O-]